N-(5-(((2S,4R)-4-((4,5-difluoropyridin-2-yl)oxy)-2-methylpyrrolidin-1-yl)methyl)-4-fluorothiazol-2-yl)acetamide FC1=CC(=NC=C1F)O[C@@H]1C[C@@H](N(C1)CC1=C(N=C(S1)NC(C)=O)F)C